2-fluoro-N-(3-fluorobenzyl)-4-methyl-5-((2,2,2-trifluoroethyl)thio)aniline FC1=C(NCC2=CC(=CC=C2)F)C=C(C(=C1)C)SCC(F)(F)F